ClC1=CC=CC=C1 Chlorobenzen